(+-)-3-(2-chloro-4-dimethylphosphoryl-phenyl)-1,4-oxazepan ClC1=C(C=CC(=C1)P(=O)(C)C)[C@@H]1COCCCN1 |r|